COC(CCCN1C[C@@H](CC1)NC(=O)OC(C)(C)C)=O.C[Si](P)(C)C trismethyl-silyl-phosphine methyl-4-[(3R)-3-{[(tert-butoxy)carbonyl]amino}pyrrolidin-1-yl]butanoate